C(C)(C)(C)OC(=O)N1C[C@@H](CCC1)C(NC1=NN(C2=CC=C(C=C12)C1=C(C=CC(=C1)C(C)C)Cl)C(C1=CC=CC=C1)(C1=CC=CC=C1)C1=CC=CC=C1)=O (3R)-3-({5-[2-chloro-5-(propan-2-yl)phenyl]-1-trityl-1H-indazol-3-yl}carbamoyl)piperidine-1-carboxylic acid tert-butyl ester